IC1=NN(C2=C1CN(CC2)C(=O)OC(C)(C)C)C tert-butyl 3-iodo-1-methyl-1H,4H,5H,6H,7H-pyrazolo[4,3-c]pyridine-5-carboxylate